methoxycinnamic acid hexyl-acetate C(CCCCC)OC(C)=O.COC(C(=O)O)=CC1=CC=CC=C1